C(C(=C)C)(=O)OCC(COC(C(F)F)(F)F)O 3-(1,1,2,2-tetrafluoroethoxy)-2-hydroxypropyl methacrylate